C(CC)OC(COC1=CC(=CC=C1)C(C)(C)C)=O propyl-3-tert-butylphenoxyacetate